2,2,6,6-tetramethylpiperidin-1-ol CC1(N(C(CCC1)(C)C)O)C